CC(C)(CCCCCC)C=1C(=C(C=C(C1)C(C)(CCCCCC)C)N1N=C2C(=N1)C=CC=C2)O 2-(3,5-bis(2-methyloctan-2-yl)-2-hydroxyphenyl)benzotriazole